FC=1C=C2NC(C=3N(C2=C(C1C1=C2C=CN(C2=CC=C1)S(=O)(=O)C(C)C)F)C(=NN3)C)(C)C 7,9-difluoro-8-[1-(isopropylsulfonyl)-1H-indol-4-yl]-1,4,4-trimethyl-5H-[1,2,4]triazolo[4,3-a]quinoxaline